vinyl-aminotetrazole C(=C)NC1=NN=NN1